4-isodecanol CCCC(CCCC(C)C)O